(S)-2-{[8-(3-fluorobenzyloxy)chroman-5-yl]methylamino}propanamide FC=1C=C(COC=2C=CC(=C3CCCOC23)CN[C@H](C(=O)N)C)C=CC1